2-methyl-3-[(5R)-5-isopropyl-1-cyclohexen-1-yl]Propionaldehyde CC(C=O)CC1=CCC[C@H](C1)C(C)C